Methyl (trans-4-((3-(1-isopropyl-1H-pyrazol-4-yl)phenyl)((trans-4-(4-methoxy-3-methylphenyl)cyclohexyl)methyl)carbamoyl) cyclohexyl)carbamate C(C)(C)N1N=CC(=C1)C=1C=C(C=CC1)N(C(=O)[C@@H]1CC[C@H](CC1)NC(OC)=O)C[C@@H]1CC[C@H](CC1)C1=CC(=C(C=C1)OC)C